FC1=C(C(=CC=C1)F)CC(=O)O.BrCN1C(C=2C(C1=O)=CC=CC2)=O N-(bromomethyl)phthalimide 2,6-difluorophenylacetate